(R)-4-((1-(3-(Difluoromethyl)-2-fluorophenyl)ethyl)amino)-6-ethyl-2-methyl-6H-[1,4]oxaAzin FC(C=1C(=C(C=CC1)C(C)NN1C=C(O[C@@H](C1)CC)C)F)F